3,6-Diisoamyl-cyclohexanone C(CC(C)C)C1CC(C(CC1)CCC(C)C)=O